N-dodecylanilinium [tetrakis(perfluorophenyl)borate] FC1=C(C(=C(C(=C1F)F)F)F)[B-](C1=C(C(=C(C(=C1F)F)F)F)F)(C1=C(C(=C(C(=C1F)F)F)F)F)C1=C(C(=C(C(=C1F)F)F)F)F.C(CCCCCCCCCCC)[NH2+]C1=CC=CC=C1